C(#C)C1=CC=C(C=C1)C(=O)N1CCOCC1 (4-ethynylphenyl)(morpholino)methanone